C(C)(C)(C)OC(=O)N1CCC(CC1)C1=CC=CC=2OC[C@@H](OC21)C2=C(C=C(C=C2)C#N)F (S)-4-(3-(4-cyano-2-fluorophenyl)-2,3-dihydrobenzo[b][1,4]dioxin-5-yl)piperidine-1-carboxylic acid tert-butyl ester